(1,4-butylene)-bis(2-oxazoline) C(CCCC=1OCCN1)C=1OCCN1